OC(CO)C1=C(C=CC(=C1)N)N 2-(1,2-Dihydroxyethyl)-p-phenylendiamin